N1=C(C=CC2=CC=CC=C12)N quinolamine